1-Isopropylpiperidine C(C)(C)N1CCCCC1